(R)-N-(5-(2-(1-isopropylpyrrolidin-2-yl)acetamido)-2-methylpyridin-3-yl)-2-(2-methoxypyridin-3-yl)pyrazolo[5,1-b]thiazole-7-carboxamide C(C)(C)N1[C@H](CCC1)CC(=O)NC=1C=C(C(=NC1)C)NC(=O)C=1C=NN2C1SC(=C2)C=2C(=NC=CC2)OC